BrCCN1C(=O)C(=O)C2=CC=CC=C12 (2-bromoethyl)isatin